3-((7-((2S,4R)-4-Amino-2-phenylpiperidine-1-carbonyl)-7-azaspiro[4.5]decan-10-yl)methyl)-6-(trifluoromethyl)pyrimidin-4(3H)-one N[C@H]1C[C@H](N(CC1)C(=O)N1CC2(CCCC2)C(CC1)CN1C=NC(=CC1=O)C(F)(F)F)C1=CC=CC=C1